FC=1C=C(C=C(C1F)F)NC(=O)N1CC=2N(CC1)C=NC2C(=O)OC Methyl 7-((3,4,5-trifluorophenyl)carbamoyl)-5,6,7,8-tetrahydroimidazo[1,5-a]pyrazine-1-carboxylate